OCC=1C(=NN(C1)C(C)C)S(=O)(=O)N 4-(hydroxymethyl)-1-isopropyl-1H-pyrazole-3-sulfonamide